sulfur copper bismuth [Bi].[Cu].[S]